ClC=1C(NN=CC1CCCN1CC2(C1)CC(C2)OC2=CC=C(C=1C(CCCC21)=O)Cl)=O 4-Chloro-5-(3-(6-((4-chloro-5-oxo-5,6,7,8-tetrahydronaphthalen-1-yl)oxy)-2-azaspiro[3.3]heptan-2-yl)propyl)pyridazin-3(2H)-one